NC(CC(=O)O)C(NC(C(=O)OC)C(C)C1=CC=CC=C1)=O 3-Amino-3-[(1-methoxy-1-oxo-3-phenylbutan-2-yl)carbamoyl]propanoic acid